Cl.Cl.CC=1N(C=C(N1)C)C=1C=CC(=C(C1)O)C1=CC2=C(N=N1)N(N=N2)C2CC(NC(C2)(C)C)(C)C 5-(2,4-dimethyl-1H-imidazol-1-yl)-2-[3-(2,2,6,6-tetramethylpiperidin-4-yl)-3H-[1,2,3]triazolo[4,5-c]pyridazin-6-yl]phenol dihydrochloride